tert-butyl ((6-amino-5-((3,5-dimethoxybenzyl)carbamoyl)-4'-fluoro-2'-methyl-[1,1'-biphenyl]-3-yl)methyl)carbamate NC1=C(C=C(C=C1C1=C(C=C(C=C1)F)C)CNC(OC(C)(C)C)=O)C(NCC1=CC(=CC(=C1)OC)OC)=O